C(C)(C)(C)OC(CCCN1N=C(N=C1)C=1C(=C(C=CC1)NC1=C(N=NC(=C1)NC(=O)C1CC1)C(=O)O[Zn])OC)=O ((4-((3-(1-(4-(tert-butoxy)-4-oxobutyl)-1H-1,2,4-triazol-3-yl)-2-methoxyphenyl)amino)-6-(cyclopropanecarboxamido)pyridazine-3-carbonyl)oxy)zinc